Cl.N1CCC2=NC(=CC=C21)C2(CCC2)C(=O)NC2=CC=C(C=C2)F 1-(2,3-dihydro-1H-pyrrolo[3,2-b]pyridin-5-yl)-N-(4-fluorophenyl)cyclobutane-carboxamide hydrochloride